2-(((3-(5-methylisoxazol-3-yl)[1,2,4]triazolo[4,3-a]pyridin-6-yl)oxy)methyl)-6-(oxetan-3-yl)-5,6,7,8-tetrahydropyrido[4,3-b]pyridine CC1=CC(=NO1)C1=NN=C2N1C=C(C=C2)OCC2=CC=C1C(=N2)CCN(C1)C1COC1